NC1=NC=CC=C1C1=NC=2C(=NC(=CC2)C=2C=C(C=CC2)C)N1C1=CC=C(CN2CCC(CC2)NC2=NC(=NC=C2)C#N)C=C1 4-((1-(4-(2-(2-Aminopyridin-3-yl)-5-(m-tolyl)-3H-imidazo[4,5-b]pyridin-3-yl)benzyl)piperidin-4-yl)amino)pyrimidine-2-carbonitrile